phenyl-3,4-(methylenedioxy) isocyanate C1(=CC=CC=C1)C(ON=C=O)ON=C=O